N-[(1R,2S)-2-fluorocyclopropyl]-6-[4-(4-formylpiperidin-1-yl)-2,3-dihydroindol-1-yl]-8-(methylamino)imidazo[1,2-b]pyridazine-3-carboxamide F[C@@H]1[C@@H](C1)NC(=O)C1=CN=C2N1N=C(C=C2NC)N2CCC1=C(C=CC=C21)N2CCC(CC2)C=O